C(C)C1=NN2C(N=C(C=C2C)C)=C1CC1=CC=C(C=C1)/C=C/CN1CCN(CC1)CC12CC(C1)(C2)C(=O)N 3-((4-((E)-3-(4-((2-ethyl-5,7-dimethylpyrazolo[1,5-a]pyrimidin-3-yl)methyl)phenyl)allyl)piperazin-1-yl)methyl)bicyclo[1.1.1]pentane-1-carboxamide